C(C)[Al](OC1=C(C=C(C=C1C(C)(C)C)C)C(C)(C)C)OC1=C(C=C(C=C1C(C)(C)C)C)C(C)(C)C ethylbis(2,6-di-tert-butyl-4-methylphenoxy)aluminum